3-(2-methyl-4-((pyridin-3-yloxy)phenoxy)azetidin-1-yl)benzoic acid CC1N(C(C1)OC1=C(C=CC=C1)OC=1C=NC=CC1)C=1C=C(C(=O)O)C=CC1